C(CC)(=O)OCC1=CC=C(C=C1)F 4-fluorophenylMethyl propionate